C(C)[Si](CCC)(CCC)CCC ethyl-(tripropyl)silane